5-(2-(5-(1,2-dithiolan-3-yl)pentanamido)-3-mercaptopropanamido)-2-aminopentanoic Acid S1SC(CC1)CCCCC(=O)NC(C(=O)NCCCC(C(=O)O)N)CS